tert-butyl 4-(4-hydroxy-2-(3-(trifluoromethyl)phenyl)butyl)piperidine-1-carboxylate OCCC(CC1CCN(CC1)C(=O)OC(C)(C)C)C1=CC(=CC=C1)C(F)(F)F